3,3':5',3'':5'',3''':5''',3''''-quinquepyridine N1=CC(=CC=C1)C=1C=NC=C(C1)C=1C=NC=C(C1)C=1C=NC=C(C1)C=1C=NC=CC1